2-oxo-1,2-dihydroquinoline-5-carboxamide O=C1NC=2C=CC=C(C2C=C1)C(=O)N